6-(2-hydroxy-2-(4'-(trifluoromethoxy)-[1,1'-biphenyl]-3-yl)acetyl)-2-(1-phenylcyclopropyl)-3,5,6,7,8,9-hexahydro-4H-pyrimido[5,4-c]azepin-4-one OC(C(=O)N1CC2=C(CCC1)N=C(NC2=O)C2(CC2)C2=CC=CC=C2)C=2C=C(C=CC2)C2=CC=C(C=C2)OC(F)(F)F